N-(1-(4-(2-(1,3,4-Oxadiazol-2-yl)-4-(trifluoromethyl)phenoxy)piperidine-1-carbonyl)-1H-pyrazol-3-yl)methanesulfonamide O1C(=NN=C1)C1=C(OC2CCN(CC2)C(=O)N2N=C(C=C2)NS(=O)(=O)C)C=CC(=C1)C(F)(F)F